1-(((4-(5-chloro-2-((1-(piperidin-4-yl)-1H-pyrazol-4-yl)amino)pyrimidin-4-yl)phenyl)amino)methyl)cyclopropane-carbonitrile ClC=1C(=NC(=NC1)NC=1C=NN(C1)C1CCNCC1)C1=CC=C(C=C1)NCC1(CC1)C#N